3,4-diamino-2,6-dichloropyridine NC=1C(=NC(=CC1N)Cl)Cl